C(C)(C)(C)OC(=O)N1CCC2(CC1)CC(C1=CC(=CC=C12)Br)OC1=C(C(=CC=C1)C)CC(=O)OCC 5-bromo-3-(2-(2-ethoxy-2-oxoethyl)-3-methylphenoxy)-2,3-dihydrospiro[indene-1,4'-piperidine]-1'-carboxylic acid tert-butyl ester